COC1=CC(=NC=N1)N1CC2(CC2)C(CC1)C(=O)N1N=CCC1C1=CC=CC=C1 (5-(6-methoxypyrimidin-4-yl)-5-azaspiro[2.5]oct-8-yl)(5-phenyl-4,5-dihydro-1H-pyrazol-1-yl)methanone